C(C)(C)(C)OC(=O)N1C[C@H](CC1)N (S)-3-Amino-pyrrolidine-1-carboxylic acid tert-butyl ester